C(C1=CC=CC=C1)OC(=O)N1CC2(CC2)[C@@H](C1)NC1=NC(=C(C=C1)B1OC(C(O1)(C)C)(C)C)C (S)-7-((6-methyl-5-(4,4,5,5-tetramethyl-1,3,2-dioxaborolan-2-yl)pyridin-2-yl)amino)-5-azaspiro[2.4]heptane-5-carboxylic acid benzyl ester